CSC1=CC=C(C=C1)C(=C)C1=CC=CC=C1 1-(methylthio)-4-(1-phenylvinyl)benzene